C(C)(=O)C1=NN(C2=CC=C(C=C12)C=1C=NC(=NC1)OC)CC(=O)N1[C@@H]2C[C@@H]2C[C@H]1C(=O)NC1=NC(=C(C=C1)F)Br (1R,3S,5R)-2-(2-(3-acetyl-5-(2-methoxypyrimidin-5-yl)-1H-indazol-1-yl)acetyl)-N-(6-bromo-5-fluoropyridin-2-yl)-2-azabicyclo[3.1.0]hexane-3-carboxamide